2-(2-azaspiro[3.3]heptan-6-ylmethyl)-5-(trifluoromethyl)benzonitrile C1NCC12CC(C2)CC2=C(C#N)C=C(C=C2)C(F)(F)F